O[C@H]1[C@H](O[C@@]2(CCCO2)[C@@H]([C@H]1N1N=NC(=C1)C1=CC(=C(C(=C1)F)F)F)OCC(=O)N1CCC(CC1)O)CO 2-(((5s,7r,8r,9s,10r)-8-hydroxy-7-(hydroxymethyl)-9-(4-(3,4,5-trifluorophenyl)-1H-1,2,3-triazol-1-yl)-1,6-dioxaspiro[4.5]dec-10-yl)oxy)-1-(4-hydroxypiperidin-1-yl)ethanone